2-(3-acetyl-6-(pyrimidin-5-ylamino)-1H-indol-1-yl)-N-(2-((3-chloro-2-fluorobenzyl)amino)-2-oxoethyl)-N-cyclopropylacetamide C(C)(=O)C1=CN(C2=CC(=CC=C12)NC=1C=NC=NC1)CC(=O)N(C1CC1)CC(=O)NCC1=C(C(=CC=C1)Cl)F